FC1=C(C=CC=C1)C#CC1=CC=C(C(=O)NCC2(CCCCC2)O)C=C1 4-((2-fluorophenyl)ethynyl)-N-((1-hydroxycyclohexyl)methyl)benzamide